ClC1=NC2=CC(=CC=C2C(=C1)C1=C(C=C(C=C1)F)C)O[C@@H](C(=O)N1C[C@H](CCC1)C(=O)OCC)C ethyl (3S)-1-[(2R)-2-[[2-chloro-4-(4-fluoro-2-methylphenyl)-7-quinolyl]oxy]propanoyl]piperidine-3-carboxylate